BrCC1=C(C=C2N=C(C(NC2=C1F)=O)C)F 7-(bromomethyl)-6,8-difluoro-3-methyl-1H-quinoxalin-2-one